1-(2-(piperazine-1-carbonyl)-1H-benzo[d]imidazol-1-yl)ethan-1-one N1(CCNCC1)C(=O)C1=NC2=C(N1C(C)=O)C=CC=C2